COC1=CC=C(CN2N=CC3=C2N(C(C=2C=C(C=C(C32)C(C)NC3=C(C(=O)O)C=CC=C3)C)=O)C)C=C1 ((1-(3-(4-methoxybenzyl)-4,7-dimethyl-5-oxo-4,5-dihydro-3H-pyrazolo[3,4-c]isoquinolin-9-yl)ethyl)amino)benzoic acid